The molecule is a sulfur hydride. It is a conjugate base of a pentasulfane. It is a conjugate acid of a pentasulfide(2-). SSSS[S-]